COC1=C(CN(CC(N)C2=CC=C(C=C2)F)CC(F)(F)F)C=CC(=C1)OC N1-(2,4-dimethoxybenzyl)-2-(4-fluorophenyl)-N1-(2,2,2-trifluoroethyl)ethane-1,2-diamine